CC1=CC(=NC=2N1N=CC2C(=O)O)C(F)(F)F 7-methyl-5-(trifluoromethyl)pyrazolo[1,5-a]Pyrimidine-3-carboxylic acid